COC(CN1C(C2=C(C=C(C=C2C(=N1)C(C)C)Br)F)=O)=O 2-(6-bromo-8-fluoro-4-isopropyl-1-oxophthalazin-2(1H)-yl)acetic acid methyl ester